[C@@H]1([C@H](O)[C@H](O)[C@@H](C[S+](CC[C@H](N)C(=O)O)C)O1)N1C=NC=2C(N)=NC=NC12 S-5'-Adenosyl-L-methionine